Br.Br.NC1=NC2=C(N1C\C=C\CN1C(=NC3=C1C(=CC(=C3)C(N)=O)OCC#CCN3CCOCC3)N)C(=CC(=C2)C(=O)OC)OC methyl (E)-2-amino-1-(4-(2-amino-5-carbamoyl-7-((4-morpholinobut-2-yn-1-yl)oxy)-1H-benzo[d]imidazol-1-yl)but-2-en-1-yl)-7-methoxy-1H-benzo[d]imidazole-5-carboxylate dihydrobromide